C1(CC1)C1=C(C=C(C2=CC=CC=C12)CO)C=1C2=C(C(N(C1)C)=O)NC(=C2)C(=O)NCC 4-(1-cyclopropyl-4-(hydroxymethyl)naphthalen-2-yl)-N-ethyl-6-methyl-7-oxo-6,7-dihydro-1H-pyrrolo[2,3-c]pyridin-2-carboxamide